(S)-3-(3-(1,5-dimethyl-4-oxo-2-oxo-1,2-dihydropyridin-3-yl)ureido)-3-(4'-fluoro-3'-methylbiphenyl-3-yl)propanoic acid sodium salt [Na+].CN1C(C(C(C(=C1)C)=O)NC(N[C@@H](CC(=O)[O-])C=1C=C(C=CC1)C1=CC(=C(C=C1)F)C)=O)=O